NC=1C=2N(C3=CC(=C(C=C3N1)F)C(=O)N1CC3(CC3)CCC1C1=C(C=C(C=C1)C(F)(F)F)F)C=NC2 (4-amino-7-fluoroimidazo[1,5-a]quinoxalin-8-yl)(6-(2-fluoro-4-(trifluoromethyl)phenyl)-5-azaspiro[2.5]octan-5-yl)methanone